3-hydroxy-3-(2-oxo-2-(3-aminophenyl)ethyl)indol-2-one OC1(C(NC2=CC=CC=C12)=O)CC(C1=CC(=CC=C1)N)=O